(S)-N-((4-(5-amino-4-cyano-1-(1,1,1-trifluoropropan-2-yl)-1H-pyrazol-3-yl)-1-((2-(trimethylsilyl)ethoxy)methyl)-1H-pyrazolo[3,4-c]pyridin-7-yl)methyl)-5-fluoro-2-methoxybenzamide NC1=C(C(=NN1[C@H](C(F)(F)F)C)C1=C2C(=C(N=C1)CNC(C1=C(C=CC(=C1)F)OC)=O)N(N=C2)COCC[Si](C)(C)C)C#N